[(2R,3S,11bR)-9,10-dimethoxy-3-(2-methylpropyl)-1H,2H,3H,4H,6H,7H,11bH-pyrido[2,1-a]isoquinolin-2-yl]methyl 2-(2,5-dioxoimidazolidin-4-yl)acetate O=C1NC(C(N1)CC(=O)OC[C@@H]1C[C@H]2N(CCC3=CC(=C(C=C23)OC)OC)C[C@H]1CC(C)C)=O